Cl.Cl.BrC=1N=C(OC1C)C1=CC=C(C=N1)N 6-(4-bromo-5-methyloxazol-2-yl)pyridin-3-amine di-hydrochloride